8-fluoro-6-hydroxy-4-propylquinoline-2-carboxylic acid methyl ester COC(=O)C1=NC2=C(C=C(C=C2C(=C1)CCC)O)F